C1(CC1)NC(=O)C1=NC(=CC(=N1)NC1=NN2C(C=C(C=C2)C2=CC(=NC=C2OCC(C)(C)O)C)=C1)C N-cyclopropyl-4-[[5-[5-(2-hydroxy-2-methyl-propoxy)-2-methyl-4-pyridyl]pyrazolo[1,5-a]pyridin-2-yl]amino]-6-methyl-pyrimidine-2-carboxamide